5-methyl-N-(3-(morpholinosulfonyl)phenyl)-4-(4-nitrophenyl)pyrimidine-2-amine CC=1C(=NC(=NC1)NC1=CC(=CC=C1)S(=O)(=O)N1CCOCC1)C1=CC=C(C=C1)[N+](=O)[O-]